FC=1C=CC(=NC1)C1=NN(C=C1C1=C2C(=NC=C1)N(C=C2)C)C 4-[3-(5-Fluoro-2-pyridyl)-1-methyl-pyrazol-4-yl]-1-methyl-pyrrolo[2,3-b]pyridine